Copper diammonium [NH4+].[NH4+].[Cu+2]